[Ti].OOC(=O)O hydroxy(hydroxycarboxylic acid) titanium